O(C1=CC=CC=C1)C1=CC=C(C=N1)NC=1C2=C(N=CN1)C=CC(=N2)C2CN(CCC2)C(=O)OC(C)(C)C tert-Butyl 3-(4-((6-phenoxypyridin-3-yl)amino)pyrido[3,2-d]pyrimidin-6-yl)piperidine-1-carboxylate